C12N(CC(CC1)C2)C2=C(C=CC=C2)NS(=O)(=O)C2=CC=C(C=C2)S(=O)(=O)N(C)C N1-(2-(2-azabicyclo[2.2.1]heptan-2-yl)phenyl)-N4,N4-dimethylbenzene-1,4-disulfonamide